C(C)(C)N(P(O[C@@H]1[C@H](O[C@H]([C@@H]1F)N1C(N=C(C=C1)NC(C)=O)=O)COC(C1=CC=CC=C1)(C1=CC=C(C=C1)OC)C1=CC=C(C=C1)OC)OCCC#N)C(C)C (2R,3R,4R,5R)-5-(4-acetamido-2-oxopyrimidin-1(2H)-yl)-2-((bis(4-methoxyphenyl)(phenyl)methoxy)methyl)-4-fluorotetrahydrofuran-3-yl (2-cyanoethyl) diisopropylphosphoramidite